1-isonicotinoylpiperidin C(C1=CC=NC=C1)(=O)N1CCCCC1